(2S,4R)-1-[(2S)-2-[4-[(3-fluoroanilino)methyl]triazol-1-yl]-3,3-dimethyl-butanoyl]-4-hydroxy-N-methyl-pyrrolidine-2-carboxamide FC=1C=C(NCC=2N=NN(C2)[C@H](C(=O)N2[C@@H](C[C@H](C2)O)C(=O)NC)C(C)(C)C)C=CC1